ClC1=NC(=NC=C1C(F)(F)F)NC=1C=C2CN(CC2=CC1C1CC1)C(C(F)(F)F)=O 1-(5-((4-chloro-5-(trifluoromethyl)pyrimidin-2-yl)amino)-6-cyclopropylisoindolin-2-yl)-2,2,2-trifluoroethan-1-one